C(C)(=O)C(CCC[C@H](N)C(=O)O)N ε-acetyl-L-lysine